ClC1=NC(=CC(=C1OCOC)NC1=CC=NC=C1)C1=C(C=CC(=C1)Cl)F 2-chloro-6-(5-chloro-2-fluorophenyl)-3-(methoxymethoxy)-N-(pyridin-4-yl)pyridin-4-amine